NC1(CC1)COC=1C(CCN(C1)CN1C(C2=CC=CC=C2C1=O)=O)=O 5-((1-Aminocyclopropyl)methoxy)-1-((1,3-dioxoisoindolin-2-yl)methyl)-4-Oxo-3,4-dihydropyridin